CC1=C2CCC(C2=CC=C1)(CCCC=C)CC(=O)OC methyl 2-(4-methyl-1-(pent-4-en-1-yl)-2,3-dihydro-1H-inden-1-yl)acetate